C(C)(=O)[O-].C(C)(=O)[O-].[Ru+2].C1(=CC=CC=C1)P(C1=CC=CC=C1)C1=CC=CC=C1.C1(=CC=CC=C1)P(C1=CC=CC=C1)C1=CC=CC=C1 bis(triphenylphosphine) ruthenium diacetate